N-(3-methyl-1-(6-methyl-4-oxo-1,4-dihydropyrimidin-2-yl)-1H-pyrazol-5-yl)furan-2-carboxamide CC1=NN(C(=C1)NC(=O)C=1OC=CC1)C=1NC(=CC(N1)=O)C